sulfomethyl-isourea sulfate S(=O)(=O)(O)O.S(=O)(=O)(O)CNC(O)=N